4-cyclohexyl-3-(furan-2-yl)-N6-(2-methoxy-4-morpholinophenyl)-1H-pyrazolo[3,4-d]pyrimidine-4,6-diamine C1(CCCCC1)C1(C=2C(=NC(=N1)NC1=C(C=C(C=C1)N1CCOCC1)OC)NNC2C=2OC=CC2)N